(3R,5R)-3-butyl-3-ethyl-2,3,4,5-tetrahydro-7-methoxy-5-phenyl-1,4-benzothiazepine-8-ol 1,1-dioxide C(CCC)[C@@]1(CS(C2=C([C@H](N1)C1=CC=CC=C1)C=C(C(=C2)O)OC)(=O)=O)CC